ClCCNC(=O)NCCOC (2-chloroethyl)-3-(2-methoxyethyl)urea